C(=O)(O)C1=C(C=CC=C1C(=O)O)SC1=C(C(=CC=C1)C(=O)O)C(=O)O 2,3-dicarboxyphenyl sulfide